N-(cyclopropylsulfonyl)-3-fluorobenzamide C1(CC1)S(=O)(=O)NC(C1=CC(=CC=C1)F)=O